Benzyl (3S,5R)-4-(2-((3-(2,4-dioxotetrahydropyrimidin-1(2H)-yl)-1-methyl-1H-indazol-7-yl)amino)ethyl)-3,5-dimethylpiperazine-1-carboxylate O=C1N(CCC(N1)=O)C1=NN(C2=C(C=CC=C12)NCCN1[C@H](CN(C[C@H]1C)C(=O)OCC1=CC=CC=C1)C)C